COC1=CC=C(C=C1)C=1C(C=CC(C1)=O)=O 2-(4-methoxyphenyl)-1,4-benzoquinone